FC1=C(CN2N=C3C(=C2)CN(C3)C(=O)C3=C(C=CC=C3F)F)C=CC(=C1)F (2-(2,4-Difluorobenzyl)-2,6-dihydropyrrolo[3,4-c]pyrazol-5(4H)-yl)(2,6-difluorophenyl)methanone